C(C1=CC=CC=C1)OC1=C(C=C2C=CC(=NC2=C1)OC1=CC(=C(N)C=C1)Cl)OC 4-{[7-(Benzyloxy)-6-methoxyquinolin-2-yl]oxy}-2-chloroaniline